CC=1C=C(C(=NC1)OC1=CC=C(C=C1)NC(C=C)=O)[N+](=O)[O-] N-(4-((5-methyl-3-nitropyridin-2-yl)oxy)phenyl)acrylamide